(4-((2,3-diaminopyridin-4-yl)oxy)-3-fluorophenyl)carbamic acid tert-butyl ester C(C)(C)(C)OC(NC1=CC(=C(C=C1)OC1=C(C(=NC=C1)N)N)F)=O